C1(CC1)N1C(=CC=2N=NC(=CC21)C2=C(C=CC=C2)O)[C@@H]2CN(CC2)C2=C(C=C(C=N2)C2=NOC(=C2)C(C(=O)OC)C(C)C)C methyl 2-(3-{6-[(3S)-3-[5-cyclopropyl-3-(2-hydroxyphenyl)pyrrolo[3,2-c]pyridazin-6-yl]pyrrolidin-1-yl]-5-methylpyridin-3-yl}-1,2-oxazol-5-yl)-3-methylbutanoate